C(C)S(=O)(=O)C1=NN2C(N=CC=C2NC)=C1C1=NC=C(C=C1)OCC(C(F)(F)F)(F)F 2-(ethylsulfonyl)-N-methyl-3-(5-(2,2,3,3,3-pentafluoropropoxy)pyridin-2-yl)pyrazolo[1,5-a]pyrimidin-7-amine